6-(1-(2-acetyl-2-azaspiro[3.3]heptan-6-yl)-5-methyl-1H-pyrazol-4-yl)-4-((3-fluoropyridin-2-yl)thio)pyrazolo[1,5-a]pyridine-3-carbonitrile C(C)(=O)N1CC2(C1)CC(C2)N2N=CC(=C2C)C=2C=C(C=1N(C2)N=CC1C#N)SC1=NC=CC=C1F